BrC1=NN(C(=N1)C(=O)N(C)OC)C 3-bromo-N-methoxy-N,1-dimethyl-1H-1,2,4-triazole-5-carboxamide